C(C)OC=1C(=C(C=CC1)C=1NC=C(N1)CC)O 2-(3-ethoxy-2-hydroxyphenyl)-4(s)-ethylimidazole